1-benzyl-4-(5-chloro-2-thienyl)piperidin-4-amine hydrochloride Cl.C(C1=CC=CC=C1)N1CCC(CC1)(N)C=1SC(=CC1)Cl